2-(2-(benzyloxy)spiro[3.5]non-6-en-7-yl)-4,4,5,5-tetramethyl-1,3,2-dioxaborolane C(C1=CC=CC=C1)OC1CC2(C1)CC=C(CC2)B2OC(C(O2)(C)C)(C)C